2-(6-azaspiro[2.5]octan-6-yl)-6-((2S)-1,2-dihydroxy-2-propanyl)-N-(6-((2-methyl-2-propanyl)sulfamoyl)-2-pyridinyl)-3-pyridinecarboxamide C1CC12CCN(CC2)C2=NC(=CC=C2C(=O)NC2=NC(=CC=C2)S(NC(C)(C)C)(=O)=O)[C@](CO)(C)O